ClC1=C(C=C(C=2C([C@]3(C(=CC(C[C@H]3C)=O)OC)OC21)=O)OC)C=2OC(=NN2)C (2S,5'R)-7-chloro-3',4-dimethoxy-5'-methyl-6-(5-methyl-1,3,4-oxadiazol-2-yl)spiro[benzofuran-2,4'-cyclohex-2-ene]-1',3-dione